COC(C(I)OC)I 1,2-dimethoxy-1,2-diiodoethane